2-phenyl-isothiazolinone C1(=CC=CC=C1)N1SCC(C1)=O